N-tert-butyl-2-(5-{5-chloro-2-[(oxan-4-yl)amino]pyrimidin-4-yl}-1-(2-hydroxyethyl)-3-oxo-2,3-dihydro-1H-isoindol-2-yl)-N-methylacetamide C(C)(C)(C)N(C(CN1C(C2=CC=C(C=C2C1=O)C1=NC(=NC=C1Cl)NC1CCOCC1)CCO)=O)C